BrC1=CC2=C(S1)C1=CC=3C=CC4=C(SC(=C4)CCCCCC)C3C=C1C=C2 2-bromo-8-hexylanthra[1,2-b:5,6-b']dithiophene